O=C1NC(CCC1N1C(C=2C=C3C(=CC2C1=O)OC1(CCC2(SCCCS2)CC1)C=C3)=O)=O 7-(2,6-dioxopiperidin-3-yl)-6H-dispiro[pyrano[2,3-f]isoindole-2,1'-cyclohexane-4',2''-[1,3]dithiane]-6,8(7H)-dione